(E)-2-(3-Fluoro-4-hydroxystyryl)-1-methylquinolinium iodide [I-].FC=1C=C(/C=C/C2=[N+](C3=CC=CC=C3C=C2)C)C=CC1O